N(=[N+]=[N-])C[C@H](COC1=C(C=CC=C1)[N+](=O)[O-])O (R)-1-azido-3-(2-nitrophenoxy)-2-propanol